methyl 5-chloro-1-((6-chloropyridazin-3-yl) methyl)-1H-indazole-7-carboxylate ClC=1C=C2C=NN(C2=C(C1)C(=O)OC)CC=1N=NC(=CC1)Cl